CN(C(=O)N1CCN(CC1)C=1C=2N(C=C(C1)S(NC1(CC1)C)(=O)=O)C(=CN2)C(=O)NC2COCC2)C 8-(4-(dimethylcarbamoyl)piperazin-1-yl)-6-(N-(1-methylcyclopropyl)sulfamoyl)-N-(tetrahydrofuran-3-yl)imidazo[1,2-a]pyridine-3-carboxamide